tert-Butyl ((1S,3S)-3-((6-ethyl-6,7-dihydrospiro[cyclopenta[d]pyrazolo[1,5-a]pyrimidine-5,1'-Cyclopentane]-8-yl)amino)cyclopentyl)carbamate C(C)C1CC=2C(=NC=3N(C2N[C@@H]2C[C@H](CC2)NC(OC(C)(C)C)=O)N=CC3)C13CCCC3